O=C1NC(CCC1N1C(C2=CC=CC(=C2C1)N(CCCCNC(CC(C)(C)C)=O)CCCCC)=O)=O N-(4-((2-(2,6-dioxopiperidin-3-yl)-1-oxoisoindolin-4-yl)(pentyl)amino)butyl)-3,3-dimethylbutanamide